S(=O)(=O)(O)O.C(CC)(=O)O propionic acid sulfate